BrC1=NC(=C(C=2N=C(N=C(C21)N(CCCB(O)O)[C@H]2[C@H](N(CC2)C(=O)OC(C)(C)C)C)SCC)F)Cl (3-((5-bromo-7-chloro-2-(ethylthio)-8-fluoropyrido[4,3-d]pyrimidin-4-yl)((2R,3R)-1-(tert-butoxy-carbonyl)-2-methylpyrrolidin-3-yl)amino)propyl)boronic acid